BrC1=CC=C(C=C1)NN N-(4-bromophenyl)hydrazine